2,3-diphenyl-2,3-dihydro-4H-1,3-benzothiazin-4-one 1,1-dioxide C1(=CC=CC=C1)C1S(C2=C(C(N1C1=CC=CC=C1)=O)C=CC=C2)(=O)=O